ClC=1C=C2C(=NC1)[C@](C(N2)=O)(C)C2=C(C=CC(=C2)Cl)OC (3S)-6-chloro-3-(5-chloro-2-methoxyphenyl)-3-methyl-1H-pyrrolo[3,2-b]pyridin-2(3H)-one